C(#N)C1=C(C=C(N)C=C1)C(F)(F)F 4-cyano-3-(trifluoromethyl)aniline